2-((4,6-dimethoxy-1,3,5-triazin-2-yl)oxy)-1-(4-(4-(5-(2,4,6-trichlorophenyl)-4,5-dihydroisoxazol-3-yl)thiazol-2-yl)piperidin-1-yl)ethan-1-one COC1=NC(=NC(=N1)OC)OCC(=O)N1CCC(CC1)C=1SC=C(N1)C1=NOC(C1)C1=C(C=C(C=C1Cl)Cl)Cl